6-(azetidin-1-yl)-N-[2-ethoxy-5-(trifluoromethyl)phenyl]sulfonyl-4-fluoro-benzofuran-2-carboxamide N1(CCC1)C1=CC2=C(C=C(O2)C(=O)NS(=O)(=O)C2=C(C=CC(=C2)C(F)(F)F)OCC)C(=C1)F